OC1=CC=2C=CC3=CC=C(C=C3C2C(=C1)O)O 2,4,6-Trihydroxyphenanthrene